C(C)(C)(C)OC(=O)N1C(C2=C(C=CC=C2C1=O)C1=C2C(=NC=C1)N(C=C2)C)(C)NC2=NC=C(C=C2)N2CCC(CC2)O ((5-(4-hydroxypiperidin-1-yl)pyridin-2-yl)amino)-1-methyl-7-(1-methyl-1H-pyrrolo[2,3-b]pyridin-4-yl)-3-oxoisoindoline-2-carboxylic acid tert-butyl ester